2-(2-cyclobutyl-3,4-difluorophenyl)-4,4,5,5-tetramethyl-1,3,2-dioxaborolane C1(CCC1)C1=C(C=CC(=C1F)F)B1OC(C(O1)(C)C)(C)C